ethyl P-(4-(5-(chlorodifluoromethyl)-1,2,4-oxadiazol-3-yl)phenyl)-N-(3-chlorophenyl)phosphonamidate ClC(C1=NC(=NO1)C1=CC=C(C=C1)P(OCC)(=O)NC1=CC(=CC=C1)Cl)(F)F